[Br-].ClS(=O)(=O)C1=CC=C(C[P+](C2=CC=CC=C2)(C)C)C=C1 (4-(chlorosulfonyl)benzyl)dimethylphenylphosphonium bromide